NC1=C2N=CN(C2=NC=N1)C[C@@H](C)OCP(=O)(NC(C(=O)OCCCCCC)(C)C)NC1(CC1)C(=O)OCCCCCC Hexyl 1-((((((R)-1-(6-amino-9H-purin-9-yl)propan-2-yl)oxy)methyl)((1-(hexyloxy)-2-methyl-1-oxopropan-2-yl)amino)phosphoryl)amino)cyclopropane-1-carboxylate